FC(OC1=CC=CC2=C1[C@@H]1C3=C([C@H](N=C2)C1)N=C1N3C=C(C(=C1)F)C=1C(=NC(=NC1)C(C)(C)O)C)F (7R,14R)-1-(difluoromethoxy)-10-fluoro-11-[2-(2-hydroxypropan-2-yl)-4-methylpyrimidin-5-yl]-7,14-dihydro-7,14-methanopyrido[1',2':1,2]imidazo[4,5-d][2]benzazocin